COCN(C[Si](C)(C)C)CC1=CC=CC=C1 N-(methoxymethyl)-1-phenyl-N-(trimethylsilylmethyl)methylamine